Methyl (2S,4R)-4-fluoro-1-(2-(3-(1-hydroxyethyl)-5-(2-methylpyrimidin-5-yl)-1H-indazol-1-yl)acetyl)pyrrolidine-2-carboxylate F[C@@H]1C[C@H](N(C1)C(CN1N=C(C2=CC(=CC=C12)C=1C=NC(=NC1)C)C(C)O)=O)C(=O)OC